FC1=C(C(=CC=C1)CO)NC=1N=C(N=NC1C(=O)N)NC1=C(C=C2CCN(CC2=C1)C(C)C)OC ((2-fluoro-6-(hydroxymethyl)phenyl)amino)-3-((2-isopropyl-6-methoxy-1,2,3,4-tetrahydroisoquinolin-7-yl)amino)-1,2,4-triazine-6-carboxamide